CCCCCCCCCCCCC(CCN)N dodecyl-1,3-diaminopropane